FC=1C=C(C=CC1)P(C1=CC(=CC=C1)F)C1=CC(=CC=C1)F tri(m-fluorophenyl)phosphine